2-methyl-2-(o-nitrophenoxy)propionamide CC(C(=O)N)(C)OC1=C(C=CC=C1)[N+](=O)[O-]